ClC1=C(C(=O)NC2(CC2)C#N)C=C(C=C1)C=1C=NN(C1)C=1N(N=C(C1C(F)(F)F)OCC(C(F)F)(F)F)C 2-chloro-N-(1-cyanocyclopropyl)-5-[1-[2-methyl-5-(2,2,3,3-tetrafluoropropoxy)-4-(trifluoromethyl)pyrazol-3-yl]pyrazol-4-yl]benzamide